cadmium zinc sulfur telluride S=[Te].[Zn].[Cd]